2-methyl-4,5,6,7-tetrahydroindenyl-trimethoxytitanium CC=1C(C=2CCCCC2C1)[Ti](OC)(OC)OC